methyl 2-amino-4-[6-[bis[(4-methoxyphenyl)methyl]amino]-4-methyl-3-(trifluoromethyl)-2-pyridyl]-3,6-difluoro-benzoate NC1=C(C(=O)OC)C(=CC(=C1F)C1=NC(=CC(=C1C(F)(F)F)C)N(CC1=CC=C(C=C1)OC)CC1=CC=C(C=C1)OC)F